1-(4-azidophenyl)-3-(1H-indol-6-yl)urea N(=[N+]=[N-])C1=CC=C(C=C1)NC(=O)NC1=CC=C2C=CNC2=C1